NCC=1C=C(C=CC1)C=1C=C2C(=NN(C2=CC1)C1OCCCC1)COC1=C(C=CC=C1)CC(=O)O 2-(2-((5-(3-(aminomethyl)phenyl)-1-(tetrahydro-2H-pyran-2-yl)-1H-indazol-3-yl)methoxy)phenyl)acetic acid